C(=O)(OC(C)(C)C)C(C1CCNCC1)N 4-(Boc-aminomethyl)-piperidine